2,3-difluoro-N-methyl-6-nitro-aniline FC1=C(NC)C(=CC=C1F)[N+](=O)[O-]